FC1=CC=C(COC2=CC=C(C=C2)C2C(C2)C(=O)OC)C=C1 Methyl 2-(4-((4-fluorobenzyl)oxy)phenyl)cyclopropanecarboxylate